1-(1-((5-Chloro-1-methyl-3-(5-methylisoxazol-3-yl)-1H-pyrazol-4-yl)methyl)piperidin-3-yl)-N-isopentylcyclopropanamine ClC1=C(C(=NN1C)C1=NOC(=C1)C)CN1CC(CCC1)C1(CC1)NCCC(C)C